NC(C(=O)[O-])CCC(=O)[O-] amino-glutarate